N1=C(C=CC=C1C(O)C1=CC=CC=C1)C(O)C1=CC=CC=C1 pyridine-2,6-diylbis(phenylmethanol)